tripotassium D-mannitol C([C@@H](O)[C@@H](O)[C@H](O)[C@H](O)CO)O.[K].[K].[K]